3,3-difluoro-1-[(3S)-3-(4-fluorophenyl)-1,2-oxazolidin-2-yl]-2,2-dimethylpropan-1-one FC(C(C(=O)N1OCC[C@H]1C1=CC=C(C=C1)F)(C)C)F